C(C)(C)(C)OC(=O)C1CC2C(CC1)O2 t-butyl-3,4-epoxycyclohexylcarboxylate